5-(difluoromethyl)-3-((1-((2-hydroxy-6-(1H-pyrazol-4-yl)pyridin-3-yl)methyl)-6-oxo-4-(1,1,2,2-tetrafluoroethyl)-1,6-dihydropyrimidin-5-yl)oxy)-2-methylbenzonitrile FC(C=1C=C(C(=C(C#N)C1)C)OC1=C(N=CN(C1=O)CC=1C(=NC(=CC1)C=1C=NNC1)O)C(C(F)F)(F)F)F